C(#N)C=1C=CC(=C2C=CC=NC12)N1C[C@@]2(C[C@@]2(C1)C(F)(F)F)C(=O)NC=1C=NC(=CC1)N1CCCC1 (1S,5R)-3-(8-cyanoquinolin-5-yl)-N-(6-(pyrrolidin-1-yl)pyridin-3-yl)-5-(trifluoromethyl)-3-azabicyclo[3.1.0]hexane-1-carboxamide